(S)-(N-[4-amino-5-[6-(difluoromethoxy)pyridine-3-carbonyl]thiazol-2-yl]-3,4-difluoro-anilino)propanamide NC=1N=C(SC1C(=O)C=1C=NC(=CC1)OC(F)F)N(C1=CC(=C(C=C1)F)F)[C@H](C(=O)N)C